6-(5-methylpyridin-3-yl)-N-(4-(2-methylpyridin-4-yl)benzyl)-2,7-naphthyridin-1-amine CC=1C=C(C=NC1)C=1C=C2C=CN=C(C2=CN1)NCC1=CC=C(C=C1)C1=CC(=NC=C1)C